Benzene-2,3,4,5,6-d5-amine C1(=C(C(=C(C(=C1[2H])[2H])[2H])[2H])[2H])N